(3R,4S)-3-cyclopropyl-1-(6-imidazo[1,2-a]pyridin-6-ylpyrrolo[1,2-b]pyridazin-4-yl)-4-methyl-2-oxopyrrolidine-3-carbonitrile C1(CC1)[C@]1(C(N(C[C@H]1C)C=1C=2N(N=CC1)C=C(C2)C=2C=CC=1N(C2)C=CN1)=O)C#N